C1=C(C=CC=2C3=CC=CC=C3C3(C12)C1=CC=CC=C1C=1C=CC=CC13)C1=NC(=NC(=N1)C1=CC=3C2(C4=CC=CC=C4C3C=C1)C1=CC=CC=C1C=1C=CC=CC12)C1=CC=2C3(C4=CC=CC=C4C2C=C1)C1=CC=CC=C1C=1C=CC=CC13 2,4,6-Tris(9,9'-spirobifluoren-2-yl)-1,3,5-triazin